CC1=C(C=CC(=C1)S(N)(=O)=O)C1=CC(=CC=C1)CN1[C@H](COCC1)C(=O)N[C@@H](C)C1=CC=C(C(=O)O)C=C1 4-((S)-1-((R)-4-((2'-methyl-4'-sulfamoyl-[1,1'-biphenyl]-3-yl)methyl)morpholine-3-carboxamido)ethyl)benzoic acid